FC1=C(C=CC(=N1)COC=1C=C2CN(C(C2=CC1)=O)C1=NN(C(C=C1)=O)C)OC 5-[(6-fluoro-5-methoxy-2-pyridinyl)methoxy]-2-(1-methyl-6-oxo-pyridazin-3-yl)isoindolin-1-one